6-(3H-indol-6-yl)-N-(3-methoxy-4-(2-oxa-6-azaspiro[3.3]heptan-6-yl)phenyl)-[1,2,4]triazolo[1,5-a]pyrazin-8-amine N1=CCC2=CC=C(C=C12)C=1N=C(C=2N(C1)N=CN2)NC2=CC(=C(C=C2)N2CC1(COC1)C2)OC